ClC=1C=C(C=CC1)C=1C=C(C(=NC1C#N)C(=O)NCC(C(=O)O)(C)C)O 3-(5-(3-chlorophenyl)-6-cyano-3-hydroxypicolinamido)-2,2-dimethylpropanoic acid